(R)-3-(4-(2-(1H-indol-3-yl)ethoxy)-7-(methoxymethyl)-7,8-dihydro-6H-pyrimido[5,4-b][1,4]oxazin-2-yl)pyridin-2-ol N1C=C(C2=CC=CC=C12)CCOC1=NC(=NC2=C1OC[C@H](N2)COC)C=2C(=NC=CC2)O